2-(3,5-dichloro-4-((6-chloro-5-cyclopropylpyridazin-3-yl)oxy)phenyl)-3,5-dioxo-2,3,4,5-tetrahydro-1,2,4-triazine-6-carbonitrile ClC=1C=C(C=C(C1OC=1N=NC(=C(C1)C1CC1)Cl)Cl)N1N=C(C(NC1=O)=O)C#N